C(C)(C)(C)N(C(O)=O)C12CC(C1)(C2)C(C(F)(F)F)NS(=O)C(C)(C)C.Cl.NC(C(F)(F)F)C21CC(C2)(C1)N 3-(1-amino-2,2,2-trifluoroethyl)bicyclo[1.1.1]pentan-1-amine hydrochloride Tert-butyl-(3-(1-((tert-butylsulfinyl)amino)-2,2,2-trifluoroethyl)bicyclo[1.1.1]pentan-1-yl)carbamate